ClC1=C(C=C2C(C(NC2=C1)=O)=C(C1=CC(=NO1)OC)O)C=1C=NC(=NC1)N(C)C 6-chloro-5-[2-(dimethylamino)pyrimidin-5-yl]-3-[hydroxy-(3-methoxyisoxazol-5-yl)methylene]indolin-2-one